FC1=C(C(=CC(=C1)[N+](=O)[O-])F)N1C(N(C2=CC=CC=C2C1)C(=O)OCCCC)=O butyl 3-(2,6-difluoro-4-nitrophenyl)-2-oxo-3,4-dihydroquinazoline-1(2H)-carboxylate